6-(1-{4-methoxy-5-[4-(trifluoromethyl)phenyl]pyridin-2-carbonyl}piperidin-4-yl)pyridazin-3-amine COC1=CC(=NC=C1C1=CC=C(C=C1)C(F)(F)F)C(=O)N1CCC(CC1)C1=CC=C(N=N1)N